CN1N=C(C=C1NC=1C=C(C=NC1)C1=CC2=C(NC(O2)=O)C=C1)C 6-(5-((1,3-dimethyl-1H-pyrazol-5-yl)amino)pyridin-3-yl)benzo[d]oxazol-2(3H)-one